C(C)SC1=NC(=C(C(=N1)N)N)N 2-(ethylthio)pyrimidine-4,5,6-triamine